2-chloro-N-(2-((1S,3R)-3-((5-cyano-4-methoxypyrimidin-2-yl)amino)cyclohexyl)-3-oxoisoindolin-5-yl)acetamide ClCC(=O)NC=1C=C2C(N(CC2=CC1)[C@@H]1C[C@@H](CCC1)NC1=NC=C(C(=N1)OC)C#N)=O